[Si](C)(C)(C(C)(C)C)N([Si](C)(C)C(C)(C)C)C(N([Si](C)(C)C(C)(C)C)[Si](C)(C)C(C)(C)C)C=C[SiH3] bis[bis(t-butyldimethylsilyl)amino]methylvinylsilane